FC(C(C(C(C(C(F)(F)F)(F)F)(F)F)(F)F)(F)F)(F)F perfluoroHexane